O(C1=CC=CC=C1)C1=CC=C(C=C1)N=C=O 4-phenoxyl-phenyl isocyanate